CN(C(C1=C(C=CC=C1)SC1=CC=C2C(=NN(C2=C1)C(=O)OC(C)(C)C)\C=C\C1=NC=CC=C1)=O)CO N-methyl-N-hydroxymethyl-2-((3-((E)-2-(2-pyridinyl)vinyl)-1-tert-butoxycarbonyl-1H-indazol-6-yl)thio)benzamide